CNC(=O)C1=CC=C(C=C1)B(O)O 4-(N-METHYLAMINOCARBONYL)PHENYLBORONIC ACID